BrC=1N(C2=CC=CC=3C4=C[C@H](CN([C@@H]4CC1C32)C)C(=O)N(CC)CC)C(CCC)=O (6aR,9R)-5-bromo-4-butyryl-N,N-diethyl-7-methyl-4,6,6a,7,8,9-hexahydroindolo[4,3-fg]quinoline-9-carboxamide